Cl.Cl.N1CCC(CCC1)N1CCC(CC1)C=1C=C(C2=C(N(C(=N2)C2=CC=C(C=C2)S(=O)(=O)C)C)C1)F 6-(1-(azepan-4-yl)piperidin-4-yl)-4-fluoro-1-methyl-2-(4-(methylsulfonyl)phenyl)-1H-benzo[d]imidazole dihydrochloride